Cl.C1(=CC=C(C=C1)C1CNC1)C 3-(p-tolyl)azetidine hydrochloride